FC1(C[C@H](CC1)NCC1=C2C(=NC(=C1)C(=O)O)C=CN2)F (S)-7-(((3,3-difluorocyclopentyl)amino)methyl)-1H-pyrrolo[3,2-b]pyridine-5-carboxylic acid